(2,2,2-trifluoroethoxy)ethoxylethanol FC(COCCOC(C)O)(F)F